O[C@H]1CC[C@@]2([C@H]3[C@H](C[C@@]4([C@H](CC[C@H]4[C@@H]3CC[C@H]2C1)[C@@H](CCC(=O)N1CCC(CC1)(O)CC)C)C)O)C (R)-4-((3S,5S,8S,9S,10S,11S,13R,14S,17R)-3,11-dihydroxy-10,13-dimethylhexadecahydro-1H-cyclopenta[a]phenanthren-17-yl)-1-(4-ethyl-4-hydroxypiperidin-1-yl)pentan-1-one